perfluorophenyl 5-((R)-fluoro((R)-(((S)-1-(neopentyloxy)-1-oxopropan-2-yl)amino)(phenoxy)phosphoryl)methyl)benzo[b]thiophene-2-carboxylate F[C@@H](C1=CC2=C(SC(=C2)C(=O)OC2=C(C(=C(C(=C2F)F)F)F)F)C=C1)[P@@](=O)(OC1=CC=CC=C1)N[C@H](C(=O)OCC(C)(C)C)C